F[C@@]12[C@]3(C=CC(C=C3CC[C@H]1[C@@H]1C[C@H]([C@](C(CO)=O)([C@]1(C[C@@H]2O)C)O)C)=O)C (11b,16a)-9-fluoro-11,17,21-trihydroxy-16-methylpregna-1,4-diene-3,20-dione